O=C1NC(CCC1N1C(C2=CC=C(C=C2C1=O)NCCCCCNC(OC(C)(C)C)=O)=O)=O tert-butyl (5-((2-(2,6-dioxopiperidin-3-yl)-1,3-dioxoisoindolin-5-yl)amino) pentyl)carbamate